2-(2,4,6-trimethylphenoxy)ethylamine CC1=C(OCCN)C(=CC(=C1)C)C